FC=1C=C(C(=NC1OC)C)NC(C1=CC(=NC=C1NC1=C(C=C(C=C1)OC(F)(F)F)C)C(F)(F)F)=O N-(5-fluoro-6-methoxy-2-methyl-pyridin-3-yl)-5-((2-methyl-4-(trifluoro-methoxy)phenyl)-amino)-2-(trifluoro-methyl)isonicotinamide